O=C1NC(CCC1N1C(C2=CC=C(C=C2C1=O)N1CCC(CC1)C(=O)N1CCCCC1)=O)=O 1-(1-(2-(2,6-dioxopiperidin-3-yl)-1,3-dioxoisoindolin-5-yl)piperidine-4-carbonyl)piperidin